CN1CCN(CC1)C(=O)O[C@H]1/C=C/[C@@H]([C@H](OC(C[C@@H](CC[C@@H]1C)O)=O)/C(=C/C1=C2C=NNC2=C(C=C1)C)/C)C [(2S,3S,4E,6R,7S,10R)-10-hydroxy-3,7-dimethyl-2-[(E)-1-(7-methyl-1H-indazol-4-yl)prop-1-en-2-yl]-12-oxo-1-oxacyclododec-4-en-6-yl] 4-methylpiperazine-1-carboxylate